BrC=1C=C(C=CC1)[C@H]1CC(OCC1)=O (R)-4-(3-bromophenyl)-oxan-2-one